3-(fluoromethoxy)-4-{[3-(4-{[(1S,4S)-4-{2-oxa-6-azaspiro[3.3]heptan-6-yl}cyclohexyl]amino}-1-(2,2,2-trifluoroethyl)-1H-indol-2-yl)prop-2-yn-1-yl]amino}benzene-1-sulfonamide FCOC=1C=C(C=CC1NCC#CC=1N(C2=CC=CC(=C2C1)NC1CCC(CC1)N1CC2(COC2)C1)CC(F)(F)F)S(=O)(=O)N